2-(4-cyclopropylthiazol-2-yl)-N-(4,4-difluorocyclohexyl)-6-methoxypyrimidin-4-amine C1(CC1)C=1N=C(SC1)C1=NC(=CC(=N1)NC1CCC(CC1)(F)F)OC